undecyl-pentyl-sulfonate C(CCCCCCCCCC)OS(=O)(=O)CCCCC